benzyl (2S)-2-(cyanomethyl)-4-[6-[(3-methoxy-1-naphthyl)carbamoyl]-2-phenyl-pyrimidin-4-yl]piperazine-1-carboxylate C(#N)C[C@@H]1N(CCN(C1)C1=NC(=NC(=C1)C(NC1=CC(=CC2=CC=CC=C12)OC)=O)C1=CC=CC=C1)C(=O)OCC1=CC=CC=C1